benzyl-(4-hydroxyphenyl)methylthioninium trifluoromethanesulfonate FC(S(=O)(=O)[O-])(F)F.C(C1=CC=CC=C1)C1=C([SH+]C=CC=CC=C1)CC1=CC=C(C=C1)O